C(#N)C=1C=NN2C1N=CC=C2C2=C(C=CC=C2)Cl 3-cyano-7-(2-chloro-phenyl)-pyrazolo[1,5-a]pyrimidine